C[C@@H]1CN(CCN1C)C1=C(C=C(C(=C1)OC)NC1=NC=NC(=C1)N1OCC[C@@H]1CC1=CC(=CC=C1)OC1=CC(=CC=C1)F)NC(C=C)=O N-(2-((R)-3,4-dimethylpiperazin-1-yl)-5-((6-((S)-3-(3-(3-fluorophenoxy)benzyl)isoxazolidin-2-yl)pyrimidin-4-yl)-amino)-4-methoxy-phenyl)acrylamide